[Na].C(C(=C)C)(=O)OCC(C)=O 3-methacryloxy-2-oxopropane sodium